OC1=C(C=NC=C1C)C1=CC=NC2=CC(=CC=C12)O 4-(4-hydroxy-5-methylpyridin-3-yl)-7-hydroxyquinoline